6-[4-(diethylamino)-1-piperidinyl]-2-[(2R)-3-(3,4-dihydro-1H-isoquinolin-2-yl)-2-hydroxy-propyl]-3,4-dihydroisoquinolin-1-one C(C)N(C1CCN(CC1)C=1C=C2CCN(C(C2=CC1)=O)C[C@@H](CN1CC2=CC=CC=C2CC1)O)CC